ClC1=C(C=CC=C1)C(C(F)(F)F)NCC1CN(C1)C(=O)N1C[C@@H]2[C@@H](OCC(N2)=O)CC1 (4aR,8aS)-6-(3-(((1-(2-Chlorophenyl)-2,2,2-trifluoroethyl)amino)methyl)azetidine-1-carbonyl)hexahydro-2H-pyrido[4,3-b][1,4]oxazin-3(4H)-one